N-{1-[2-(5-cyanothiophen-3-yl)quinolin-4-yl]ethyl}-2-methylbenzamide C(#N)C1=CC(=CS1)C1=NC2=CC=CC=C2C(=C1)C(C)NC(C1=C(C=CC=C1)C)=O